CC(C)(C)OC(=O)N1C[C@@H]2C[C@H]1CN2 tert-Butyl (1S,4S)-(-)-2,5-diazabicyclo[2.2.1]heptane-2-carboxylate